(1S,4r)-4-((S)-2-(2,3-Difluoro-4-methoxybenzyl)-6-(methoxycarbonyl)-7-methyl-6,7,8,9-tetrahydro-3H-imidazo[4,5-f]chinolin-3-yl)cyclohexan FC1=C(CC=2N(C=3C(=C4CC[C@@H](N(C4=CC3)C(=O)OC)C)N2)C2CCCCC2)C=CC(=C1F)OC